2-Chloro-4-((4-(1-cyclopropyl-4-(trifluoromethyl)-1H-imidazol-2-yl)benzyl)oxy)furo[3,2-d]pyrimidine ClC=1N=C(C2=C(N1)C=CO2)OCC2=CC=C(C=C2)C=2N(C=C(N2)C(F)(F)F)C2CC2